hexahydro-1H-cyclopenta[c]furan C1OCC2C1CCC2